(vinylbenzyl)-2-aminoethyl-3-aminopropyltrimethoxysilane C(=C)C(C1=CC=CC=C1)C(O[Si](OC)(OC)CCCN)CCN